FC1=CN=C(S1)N1C(C2=CC=CC=C2C1=O)=O 2-(5-fluorothiazol-2-yl)isoindoline-1,3-dione